(R)-(-)-2-methoxy-2-phenylethanol CO[C@@H](CO)C1=CC=CC=C1